(R)-(5-bromo-3-nitro-2-(piperidin-3-ylamino)phenyl)(morpholinyl)methanone BrC=1C=C(C(=C(C1)C(=O)N1CCOCC1)N[C@H]1CNCCC1)[N+](=O)[O-]